FC1([C@@H](CN(C1)C)NC1=NN2C(C(=N1)NC)=C(C=C2)C2=CC=C1C(=N2)N(N=N1)CC(F)F)F (R)-N2-(4,4-Difluoro-1-methylpyrrolidin-3-yl)-5-(3-(2,2-difluoroethyl)-3H-[1,2,3]triazolo[4,5-b]pyridin-5-yl)-N4-methylpyrrolo[2,1-f][1,2,4]triazine-2,4-diamine